NP([O-])([O-])=O Aminophosphonat